NC=1C2=C(N=CN1)N(C(=C2C2=CC[C@H](CC2)C(=O)N2CCCC2)C2=C(C=C(C=C2C)NC(C(=C)C)=O)F)C (S)-N-(4-(4-amino-7-methyl-5-(4-(pyrrolidine-1-carbonyl)cyclohex-1-en-1-yl)-7H-pyrrolo[2,3-d]pyrimidin-6-yl)-3-fluoro-5-methylphenyl)methacrylamide